O=C1NC(CCC1N1C(C2=C3C(C(=CC=C13)C1CCN(CC1)CCCCCCCCC(=O)O)=CC=C2)=O)=O 9-[4-[1-(2,6-dioxo-3-piperidyl)-2-oxo-benzo[cd]indol-6-yl]-1-piperidyl]nonanoic acid